P(SCCCC)(SCCCC)SCCCC tributyl trithiophosphite